N1=C(C=CC=C1)N1C2=C(C=3C=CC=CC13)CC(C2)C(=O)O 4-(Pyridin-2-yl)-1,2,3,4-tetrahydrocyclopenta[b]indole-2-carboxylic acid